(E)-3-(4-(Cyclopentylamino)-2-(methylsulfanyl)pyrimidin-5-yl)acrylic acid ethyl ester C(C)OC(\C=C\C=1C(=NC(=NC1)SC)NC1CCCC1)=O